bis(bipyridine) bis(citrate) zirconium (IV) [Zr+4].C(CC(O)(C(=O)[O-])CC(=O)[O-])(=O)[O-].C(CC(O)(C(=O)O)CC(=O)O)(=O)[O-].N1=C(C=CC=C1)C1=NC=CC=C1.N1=C(C=CC=C1)C1=NC=CC=C1